tert-butyl (S)-2-(cyanomethyl)-4-(2-(((S)-1-methylpyrrolidin-2-yl)methoxy)-5,6,7,8-tetrahydropyrido[3,4-d]pyrimidin-4-yl)piperazine-1-carboxylate C(#N)C[C@@H]1N(CCN(C1)C=1C2=C(N=C(N1)OC[C@H]1N(CCC1)C)CNCC2)C(=O)OC(C)(C)C